Tert-butyl (3S)-3-(1-(2-(trifluoromethyl)phenoxy)ethyl)piperidine-1-carboxylate FC(C1=C(OC(C)[C@@H]2CN(CCC2)C(=O)OC(C)(C)C)C=CC=C1)(F)F